C1(CC1)C=1C=CC=2N(C1)C=C(N2)[C@@H]2N(C[C@H](C2)O)C2=CC=C1C=CC(=NC1=C2)[C@@H]2[C@H](C2)C2=NC=CC(=N2)C |r| rac-7-((2R,4S)-2-(6-cyclopropylimidazo[1,2-a]pyridin-2-yl)-4-hydroxypyrrolidin-1-yl)-2-((1S*,2S*)-2-(4-methylpyrimidin-2-yl)cyclopropyl)quinolin